2-(2-ethoxypyridin-3-yl)-1'-[6-propoxy-2-(trifluoromethyl)pyridine-3-carbonyl]-7-pyrrolidin-3-ylspiro[6H-1,7-naphthyridine-5,4'-piperidine]-8-one C(C)OC1=NC=CC=C1C1=NC=2C(N(CC3(CCN(CC3)C(=O)C=3C(=NC(=CC3)OCCC)C(F)(F)F)C2C=C1)C1CNCC1)=O